CC1(N(CCC1)CCNC(=O)C=1C=C(C(=NC1)C)NC(=O)C1=NN=C2N1C=CC(=C2)C=2C=NN(C2)CC(=O)O)C 2-(4-(3-((5-((2-(2,2-Dimethylpyrrolidin-1-yl)ethyl)carbamoyl)-2-methylpyridin-3-yl)carbamoyl)-[1,2,4]triazolo[4,3-a]pyridin-7-yl)-1H-pyrazol-1-yl)acetic acid